C(C1=CC=CC=C1)N1CCC2(CC1)COC1=C(O2)C=C(C(=C1)[N+](=O)[O-])C#N benzyl-6-nitro-3H-spiro[benzo[b][1,4]dioxine-2,4'-piperidine]-7-carbonitrile